(S)-(2-Cyclopent-1-enyl-pyridin-4-yl)-(1,3-dimethyl-azetidin-3-yl)-(4-isopropyl-phenyl)-methanol C1(=CCCC1)C1=NC=CC(=C1)[C@@](O)(C1=CC=C(C=C1)C(C)C)C1(CN(C1)C)C